(4'-tert-butylphenyl)-3-(4'-methoxyphenyl)-propane-1,3-dione C(C)(C)(C)C1=CC=C(C=C1)C(CC(=O)C1=CC=C(C=C1)OC)=O